1,2-bis(p-vinylphenyl)ethane C(=C)C1=CC=C(C=C1)CCC1=CC=C(C=C1)C=C